N-methyl-N-phenyl-D-alaninamide hydrochloride Cl.CN(C([C@H](N)C)=O)C1=CC=CC=C1